2-Methoxy-2-methylpropyl-amine COC(CN)(C)C